O[C@H](CC)C[C@@H](CC=C)[C@@H](C)S(N)(=O)=O (3R,5R)-3-HYDROXY-5-((1R)-1-SULFAMOYLETHYL)-7-OCTEN